sebacic acid bis(1,2,2,6,6-pentamethyl-4-piperidyl)ester CN1C(CC(CC1(C)C)OC(CCCCCCCCC(=O)OC1CC(N(C(C1)(C)C)C)(C)C)=O)(C)C